ClC1=C(C(=CC(=C1)C(F)(F)F)C(=C)C(F)(F)F)F 1-chloro-2-fluoro-5-(trifluoromethyl)-3-(3,3,3-trifluoroprop-1-en-2-yl)benzene